N-(cyclobutylmethyl)-1-(6-((4-(5-methoxypyridin-3-yl)-1H-1,2,3-triazol-1-yl)methyl)pyridazin-3-yl)-3-methylpiperidin-3-amine C1(CCC1)CNC1(CN(CCC1)C=1N=NC(=CC1)CN1N=NC(=C1)C=1C=NC=C(C1)OC)C